[Co].[Si].[Al].ClC1=C(C=CC=C1)C1=C(C=C(C=C1)CNC)NS(=O)(=O)C1=CC=CC=C1 N-(2'-chloro-4-((methylamino)methyl)-[1,1'-biphenyl]-2-yl)benzenesulfonamide aluminum silicon cobalt